3-(quinoxalin-6-yl)-7-(4-(trifluoromethoxy)phenyl)-3,3a,4,5-tetrahydro-2H-benzo[g]indazole N1=CC=NC2=CC(=CC=C12)C1NN=C2C3=C(CCC12)C=C(C=C3)C3=CC=C(C=C3)OC(F)(F)F